Cl.CC1(NCCC2=CC(=CC=C12)NC1=NC=C2C(=N1)NN(C2=O)C(C)C)C 6-((1,1-dimethyl-1,2,3,4-tetrahydroisoquinolin-6-yl)amino)-2-isopropyl-1,2-dihydro-3H-pyrazolo[3,4-d]pyrimidin-3-one hydrochloride